BrC1=C(C=CC=C1I)C1=CC=CC=C1 bromo-3-iodo-1,1'-biphenyl